carbonyl Cyanide m-chlorophenyl hydrazone ClC=1C=C(C=CC1)NN=C(C#N)C#N